C(C)(=O)OC(C=C)(CCC=C(C)C)C 3,7-dimethyloct-1,6-dien-3-ol acetate